3,5-Dichloro-2-fluoro-pyridine ClC=1C(=NC=C(C1)Cl)F